Undecane-2,4,6-triene-1-carboxylic acid methyl ester COC(=O)CC=CC=CC=CCCCC